C1(CC1)NC(=O)C1=C(C=C(C=C1OC)C1=CN=C2N1C=C(C(=C2)C2CN(C2)C(=O)OC(C)(C)C)F)OC(F)F tert-butyl 3-[3-[4-(cyclopropylcarbamoyl)-3-(difluoromethoxy)-5-methoxy-phenyl]-6-fluoro-imidazo[1,2-a]pyridin-7-yl]azetidine-1-carboxylate